2-(2-hydroxy-3-hydroxy-phenyl)benzotriazole OC1=C(C=CC=C1O)N1N=C2C(=N1)C=CC=C2